C(#C)[C@@H]1C[C@@H](CCC1)C1=C(C(=O)N)C=CC=C1OC [(1R,3S)-3-ethynylcyclohexyl]-3-methoxybenzamide